[C@H]12N(C[C@H](NC1)C2)C2=CC=1N(C=C2)C(=CN1)N1C(NC(CC1)=O)=O 1-[7-[(1R,4R)-2,5-Diazabicyclo[2.2.1]heptan-2-yl]imidazo[1,2-a]pyridin-3-yl]hexahydro-pyrimidine-2,4-dione